ClC1=CC=C(C=C1)C1=NN(NN=C1C(F)(F)F)C(=O)O 5-(4-chlorophenyl)-6-trifluoromethyl-1,2,4-triazazine-3-carboxylic acid